CN1C(=NC=C1C=1C=C2C=C(N=CC2=CC1)NC(CN1C[C@@H](OCC1)C)=O)C (S)-N-(6-(1,2-dimethyl-1H-imidazol-5-yl)isoquinolin-3-yl)-2-(2-methylmorpholinyl)acetamide